C1(CCC1)N1N=CC(=C1)O 1-cyclobutyl-1H-pyrazol-4-ol